(2S)-2-[2-oxo-4-(3,3,3-trifluoropropyl)-1-pyrrolidinyl]butanamide O=C1N(CC(C1)CCC(F)(F)F)[C@H](C(=O)N)CC